BrCC(=O)C1=C(C=C(C#N)C=C1)F 4-(bromoacetyl)-3-fluoro-benzonitrile